C(C)(C)(C)C1=C(C(=CC(=C1)C(C)(C)C)C(C)(C)C)[Mg]Cl 2,4,6-tri-t-butylphenyl-magnesium chloride